1-(3-phenyl-1H-inden-1-yl)-1-(2,3,4,5-tetramethylcyclopenta-2,4-dien-1-yl)silacyclobutane C1(=CC=CC=C1)C1=CC(C2=CC=CC=C12)[Si]1(CCC1)C1C(=C(C(=C1C)C)C)C